[N+](=O)(O[C@@H]1CO[C@H]2[C@@H]1OC[C@@H]2O)[O-] [(3S,3aR,6R,6aS)-3-hydroxy-2,3,3a,5,6,6a-hexahydrofuro[3,2-b]furan-6-yl] nitrate